5-(1H-indole-3-yl)-2-(2-iodophenyl)oxazole-4-carboxylic acid N1C=C(C2=CC=CC=C12)C1=C(N=C(O1)C1=C(C=CC=C1)I)C(=O)O